methyl (3-acetylphenyl)glycinate C(C)(=O)C=1C=C(C=CC1)NCC(=O)OC